5-(2-((3,3-difluorocyclobutyl)amino)-7H-pyrrolo[2,3-d]pyrimidin-5-yl)-N-(tetrahydro-2H-pyran-4-yl)pyrazolo[1,5-a]pyridine-3-carboxamide FC1(CC(C1)NC=1N=CC2=C(N1)NC=C2C2=CC=1N(C=C2)N=CC1C(=O)NC1CCOCC1)F